BrC1=CN(C2=CN=CC=C21)C2CCOCC2 3-bromo-1-(tetrahydro-2H-pyran-4-yl)-1H-pyrrolo[2,3-c]pyridine